N-(2,6-Dichlorophenyl)-4-(2-methoxyethoxy)-2-[(1-{[(3S)-1-methylpiperidin-3-yl]methyl}-1H-pyrazol-4-yl)amino]pyrimidine-5-carboxamide ClC1=C(C(=CC=C1)Cl)NC(=O)C=1C(=NC(=NC1)NC=1C=NN(C1)C[C@@H]1CN(CCC1)C)OCCOC